Cl.N1(N=CN=C1)C(=N)N 1,2,4-Triazol-1-carboxamidin hydrochlorid